CC1=CC(=C2C(=N1)ON=C2NC(OCC(Cl)(Cl)Cl)=O)C2=C(C=C(C=C2F)F)F 2,2,2-Trichloroethyl [6-methyl-4-(2,4,6-trifluorophenyl) [1,2]oxazolo[5,4-b]pyridin-3-yl]carbamate